C(C)OC1=CC=C(C=C1)C=1C=NC=C(C(=O)N(N)CC2=C(C=CC=C2)F)C1 5-(4-ethoxyphenyl)-N-(2-fluorobenzyl)nicotinohydrazide